(2S,5R)-benzyl-5-((5-chloro-2-((1-methyl-1H-pyrazol-4-yl)amino)-7H-pyrrolo[2,3-d]pyrimidin-4-yl)amino)-2-methylpiperidine-1-carboxylate C(C1=CC=CC=C1)OC(=O)N1[C@H](CC[C@H](C1)NC=1C2=C(N=C(N1)NC=1C=NN(C1)C)NC=C2Cl)C